tert-butyl 4-oxo-3-azabicyclo[3.2.1]octane-3-carboxylate O=C1N(CC2CCC1C2)C(=O)OC(C)(C)C